5-chloro-2-(((2-tosylhydrazino)methyl)phenyl)-1,4-diazacycloheptane-1-carboxylic acid tert-butyl ester C(C)(C)(C)OC(=O)N1C(CNC(CC1)Cl)C1=C(C=CC=C1)CNNS(=O)(=O)C1=CC=C(C)C=C1